6-Chloro-7-methoxy-2-methyl-3-(2'-(trifluoromethyl)-[1,1'-biphenyl]-4-yl)quinolin-4(1H)-one ClC=1C=C2C(C(=C(NC2=CC1OC)C)C1=CC=C(C=C1)C1=C(C=CC=C1)C(F)(F)F)=O